C1(CC1)C=1C=C(C(=O)N=C2NCCN2)C=CC1 3-cyclopropyl-N-[(2E)-imidazolidin-2-ylidene]benzamide